9-(4-(2H-1,2,3-triazol-2-yl)benzyl)-2-(3-fluoro-2-methoxyphenyl)-7,9-dihydro-8H-purin-8-one N=1N(N=CC1)C1=CC=C(CN2C3=NC(=NC=C3NC2=O)C2=C(C(=CC=C2)F)OC)C=C1